C(C1=CC=CC=C1)N1CC(C(CC1)C#C)CC1=CNC2=CC=C(C=C12)F 1-benzyl-4-ethynyl-3-((5-fluoro-1H-indol-3-yl)methyl)piperidin